COC1=CC=C(C=N1)CC1(CCN(CC1)C(=O)OC(C)(C)C)C(=O)OCC 1-(tert-butyl) 4-ethyl 4-((6-methoxypyridin-3-yl)methyl)piperidine-1,4-dicarboxylate